FC=1C=C2C(NN=C(C2=CC1F)[C@H](C)N(C(C1=CC=C(C=C1)C(F)(F)F)=O)C)=O (S)-N-(1-(6,7-difluoro-4-oxo-3,4-dihydrophthalazin-1-yl)ethyl)-N-methyl-4-(trifluoromethyl)benzamide